4-(ethylamino)-2-((8-(morpholine-4-carbonyl)-2,3-dihydrobenzo[b][1,4]dioxin-5-yl)amino)-7H-pyrrolo[2,3-d]pyrimidine-5-carbonitrile C(C)NC=1C2=C(N=C(N1)NC1=CC=C(C=3OCCOC31)C(=O)N3CCOCC3)NC=C2C#N